C(C)(C)C1=CC(=NN1)NC1=CN=CC(=N1)O[C@@H]1[C@H]([C@@H]2CC[C@H](C1)N2C(=O)OC(C)(C)C)C tert-butyl (1S,2S,3S,5R)-3-((6-((5-isopropyl-1H-pyrazol-3-yl)amino)pyrazin-2-yl)oxy)-2-methyl-8-azabicyclo[3.2.1]octane-8-carboxylate